C1(=CC=CC=C1)C(O)(C1=CC=NC=C1)C1=CC=CC=C1 α,α-diphenyl-4-pyridinemethanol